N-(4-cyano-2,5-difluoro-phenyl)-2-fluoro-5-phenyl-1H-pyrrole-3-sulfonamide C(#N)C1=CC(=C(C=C1F)NS(=O)(=O)C1=C(NC(=C1)C1=CC=CC=C1)F)F